3-Cyano-3-fluoro-N-(2-oxo-3-(pyridine-4-yl)propyl)cyclobutene-1-carboxamide C(#N)C1(C=C(C1)C(=O)NCC(CC1=CC=NC=C1)=O)F